1-n-hexyl-3-methylimidazole chlorine salt [Cl].C(CCCCC)N1CN(C=C1)C